butyl 6-chloro-5-fluoro-3-methyl-1H-indole-1-carboxylate ClC1=C(C=C2C(=CN(C2=C1)C(=O)OCCCC)C)F